7-(3,5-Dimethylisoxazol-4-yl)-N-(2-hydroxyethyl)-2-oxo-4-phenyl-1,2,4,5-tetrahydroimidazo[1,5,4-de][1,4]benzoxazine-5-carboxamide CC1=NOC(=C1C1=CC=C2C=3N(C(C(OC31)C(=O)NCCO)C3=CC=CC=C3)C(N2)=O)C